2-(2-fluoro-4-(methylsulfonyl)phenoxy)-5-methoxy-N-(5-methyl-1H-pyrazol-3-yl)-6-(1-methyl-1H-pyrazol-4-yl)pyrimidin-4-amine FC1=C(OC2=NC(=C(C(=N2)NC2=NNC(=C2)C)OC)C=2C=NN(C2)C)C=CC(=C1)S(=O)(=O)C